CN(C(CC1=C(N=C2N1C=C(C=C2)C)C2=CC=C(C=C2)C)=O)C N,N,6-trimethyl-2-(4-methylphenyl)imidazo[1,2-a]pyridine-3-acetamide